3-chloro-4-(5'-(4-fluorophenyl)-3'-methoxy-1H,3'H-[2,4'-biimidazole]-5-carboxamido)benzoic acid ClC=1C=C(C(=O)O)C=CC1NC(=O)C1=CN=C(N1)C=1N(C=NC1C1=CC=C(C=C1)F)OC